Cyclopropyl-(3-(6-(1-(difluoromethyl)-1H-pyrazol-4-yl)-7-tosyl-7H-pyrrolo[2,3-d]pyrimidin-4-yl)-3,8-diazabicyclo[3.2.1]oct-8-yl)methanone C1(CC1)C(=O)N1C2CN(CC1CC2)C=2C1=C(N=CN2)N(C(=C1)C=1C=NN(C1)C(F)F)S(=O)(=O)C1=CC=C(C)C=C1